ClC1=NC=CC2=C1CC(C2)NC(OCC2=CC=C(C=C2)OC)=O (4-methoxyphenyl)methyl N-(1-chloro-6,7-dihydro-5H-cyclopenta[c]pyridin-6-yl)carbamate